(R/S)-N-Cyclopropyl-2-[2-oxo-6-[3-(trifluoromethyl)phenyl]-3H-imidazo[4,5-b]pyridin-1-yl]propanamide C1(CC1)NC([C@@H](C)N1C(NC2=NC=C(C=C21)C2=CC(=CC=C2)C(F)(F)F)=O)=O |r|